6-hydroxy-4-methylheptylmethoxy methyl ether COOCCCCC(CC(C)O)C